C(C)(C)(C)OC(=O)N(C(=O)OC(C)(C)C)C1=NC=2C=C(C(=CC2C2=C1C=NN2C)C(=O)OC)C methyl 4-(N,N-di-t-butoxycarbonylamino)-1,7-dimethyl-1H-pyrazolo[4,3-c]quinoline-8-carboxylate